C(C(=C)C)(=O)OCCCS(=O)(=O)O 3-(methacryloyloxy)-1-propanesulfonic acid